ClC1=C(C(N(N=C1)C)=O)OC 5-Chloro-4-methoxy-2-methyl-3(2H)-pyridazinone